N-(2-((1S,3R)-3-((5-Cyano-4-methoxypyrimidin-2-yl)amino)cyclohexyl)-3-oxoisoindolin-5-yl)but-2-ynamide C(#N)C=1C(=NC(=NC1)N[C@H]1C[C@H](CCC1)N1CC2=CC=C(C=C2C1=O)NC(C#CC)=O)OC